ClC=1C=CC2=C3C4=C(C(=CC3=C(N=C2C1)C(F)(F)F)C1=CC=CC=C1)C=CC=C4 3-Chloro-8-phenyl-6-(trifluoromethyl)benzo[k]phenanthridine